FC(C1=C(C=CC=O)C=CC=C1)(F)F o-trifluoromethyl-cinnamaldehyde